3-(2-(4,4-dimethylcyclohexylidene)ethyl)-1,5-dihydrobenzo[e][1,3]dioxepin CC1(CCC(CC1)=CCC1OCC2=C(CO1)C=CC=C2)C